C1(=CC=CC=C1)C1=CC=CN=N1 6-phenylpyridazin